C1(CC1)C=1C=C(N=NC1C1=C(C=C(C=C1)C#C)OCOCC)N[C@H]1CNCCC1 (R)-3-((5-cyclopropyl-6-(2-(ethoxymethoxy)-4-ethynylphenyl)pyridazin-3-yl)amino)piperidine